[4-(4-methoxyphenyl)sulfonylmorpholin-2-yl]benzothiophene-2-carboxamide COC1=CC=C(C=C1)S(=O)(=O)N1CC(OCC1)C1=C(SC2=C1C=CC=C2)C(=O)N